N-((1S)-2-((4-(2-methoxy-1-((S)-2-oxo-4-(trifluoromethyl)imidazolidin-1-yl)ethyl)pyridin-2-yl)amino)-1-((1r,4S)-4-methylcyclohexyl)-2-oxoethyl)isoxazole-4-carboxamide COCC(N1C(N[C@@H](C1)C(F)(F)F)=O)C1=CC(=NC=C1)NC([C@H](C1CCC(CC1)C)NC(=O)C=1C=NOC1)=O